(S)-3-(1-(6-(1-amino-1,3-dihydro-spiro[inden-2,4'-piperidin]-1'-yl)-1H-pyrazolo[3,4-b]pyrazin-3-yl)vinyl)-2-methoxyphenol N[C@@H]1C2=CC=CC=C2CC12CCN(CC2)C2=CN=C1C(=N2)NN=C1C(=C)C=1C(=C(C=CC1)O)OC